C(C)(C)(C)OC(=O)N1C(=CC2=CC=CC=C12)C=1C=C(C=CC1)B(O)O (3-(1-(tert-butoxycarbonyl)-1H-indol-2-yl)phenyl)boronic acid